CC=1SC2=C(N1)C=CC=1CCC(C12)CCNC(C)=O N-[2-(2-Methyl-7,8-dihydro-6H-indeno[5,4-d][1,3]thiazol-8-yl)ethyl]acetamid